(S)-ethyl 8-(2-amino-6-((R)-1-(5-chloro-3'-(dimethylcarbamoyl)-[1,1'-biphenyl]-2-yl)-2,2,2-trifluoroethoxy)pyrimidin-4-yl)-2,8-diazaspiro[4.5]decane-3-carboxylate NC1=NC(=CC(=N1)N1CCC2(C[C@H](NC2)C(=O)OCC)CC1)O[C@@H](C(F)(F)F)C1=C(C=C(C=C1)Cl)C1=CC(=CC=C1)C(N(C)C)=O